tert-butyl 4-[4-[4-(trifluoromethylsulfonyloxy)phenyl]cyclohexyl]piperazine-1-carboxylate FC(S(=O)(=O)OC1=CC=C(C=C1)C1CCC(CC1)N1CCN(CC1)C(=O)OC(C)(C)C)(F)F